[Si](C)(C)(C(C)(C)C)O[C@H]1[C@@H](CCC(C1)(CC(C)C)O)NC(OC(C)(C)C)=O tert-butyl ((1R,2R)-2-((tert-butyldimethylsilyl)oxy)-4-hydroxy-4-isobutylcyclohexyl)carbamate